C1(=CC=CC2=CC=CC=C12)N(C1=CC=C(C=C1)C1=CC=C(C=C1)N(C1=CC=CC=C1)C1=CC=CC2=CC=CC=C12)C1=CC=CC=C1 N,N'-bis(1-naphthyl)-N,N'-bisphenyl-(1,1'-biphenyl)-4,4'-diamine